[Si](C1=CC=CC=C1)(C1=CC=CC=C1)(C(C)(C)C)OC1=C(C(=C(C(=O)O)C(=C1)C)C)C 4-[(tert-butyldiphenylsilyl)oxy]-2,3,6-trimethylbenzoic acid